S1C(=NC2=C1C=CC=C2)NC2=C(C1=C(N=N2)NCCC1)C 3-[(1,3-benzothiazol-2-yl)amino]-4-methyl-5H,6H,7H,8H-pyrido[2,3-c]pyridazin